FC(C1=CC=C(C[C@@H]2C[C@H](N(C2)C(=O)O)C(=O)O)C=C1)(F)F (2S,4R)-4-(4-(trifluoromethyl)benzyl)pyrrolidine-1,2-dicarboxylic acid